(1S,3R)-1-(4-bromo-2,6-difluorophenyl)-2-(2,2-difluoropropyl)-3,5-dimethyl-1,2,3,4-tetrahydroisoquinoline-6-amine BrC1=CC(=C(C(=C1)F)[C@H]1N([C@@H](CC2=C(C(=CC=C12)N)C)C)CC(C)(F)F)F